21-Hydroxy-triaconta-23,26-dienoic acid OC(CCCCCCCCCCCCCCCCCCCC(=O)O)CC=CCC=CCCC